2-(5-chloro-2-methoxy-phenyl)-N-(3,4-diaminophenyl)acetamide ClC=1C=CC(=C(C1)CC(=O)NC1=CC(=C(C=C1)N)N)OC